2,3-dihydro-1,4-benzoxazine O1CCNC2=C1C=CC=C2